5-(2-benzyloxycarbonyl-7-tert-butoxycarbonyl-3,4-dihydro-1H-isoquinolin-6-yl)-1,2-dimethyl-pyrrole-3-carboxylic acid C(C1=CC=CC=C1)OC(=O)N1CC2=CC(=C(C=C2CC1)C1=CC(=C(N1C)C)C(=O)O)C(=O)OC(C)(C)C